C1(CC1)CN(C(OC(C)(C)C)=O)[C@H]1CN(CCC1)C=1C=NC(=CC1)C1(COC1)N1C=NC(=C1)C1=NC(=CN=C1)N1CCCC1 tert-butyl (R)-(cyclopropylmethyl)(1-(6-(3-(4-(6-(pyrrolidin-1-yl)pyrazin-2-yl)-1H-imidazol-1-yl)oxetan-3-yl)pyridin-3-yl)piperidin-3-yl)carbamate